C(=O)(OC(C)(C)C)NO N-BocHydroxyl-amine